(4-fluorophenyl)ethylazane sodium hydrogen phosphate salt P(=O)(O)([O-])[O-].[Na+].FC1=CC=C(C=C1)CCN.[Na+]